C(C)(C)(C)OC(=O)N1CCC2(CC1)C(C1=CC(=CC=C1C2)C#N)=O 6-cyano-1-oxo-1,3-dihydrospiro[indene-2,4'-piperidine]-1'-carboxylic acid tertiary Butyl ester